CC1=C(C=CC(=C1)C)S(=O)(=O)O.CC1=CC=C(C=C1)S(=O)(=O)OC methyl p-toluenesulfonate (Methyl 4-methylbenzenesulfonate)